3-methoxy-5-(5-methyl-tetrazol-1-yl)-aniline COC=1C=C(N)C=C(C1)N1N=NN=C1C